C(C)(C)(C)OC(NCCCC=1N=CNC1)=O (3-(1H-imidazol-4-yl)propyl)carbamic acid tert-butyl ester